C(C)NCCCC Ethylaminobutan